BrC=1C=NC(=NC1)C1(CCCC1)NS(=O)C(C)(C)C N-[1-(5-bromopyrimidin-2-yl)cyclopentyl]-2-methylpropane-2-sulfinamide